C(C)(C)(C)C=1C(=C(C(=O)O)C=C(C1O)C(C)(C)C)C 3,5-di-tert-butyl-4-hydroxy-2-methylbenzoic acid